The molecule is an L-idofuranose that has alpha configuration at the carbon bearing the anomeric hydroxy group. It is an enantiomer of an alpha-D-idofuranose. C([C@@H]([C@@H]1[C@@H]([C@H]([C@@H](O1)O)O)O)O)O